1-(4-((5-chloro-4-(4-(4,4-difluoro-3,4-dihydroisoquinolin-2(1H)-yl)-3-hydroxypiperidine-1-carbonyl)pyridin-2-yl)amino)piperidin-1-yl)ethan-1-one ClC=1C(=CC(=NC1)NC1CCN(CC1)C(C)=O)C(=O)N1CC(C(CC1)N1CC2=CC=CC=C2C(C1)(F)F)O